3-({[(4-{2-[1-({[(2-carboxyethoxy)carbonyl]oxy}methyl)-3-(trifluoromethyl)-1H-1,2,4-triazol-5-yl]imidazo[1,2-a]pyrimidin-3-yl}-1H-imidazol-1-yl)methoxy]carbonyl}oxy)propanoic acid C(=O)(O)CCOC(=O)OCN1N=C(N=C1C=1N=C2N(C=CC=N2)C1C=1N=CN(C1)COC(=O)OCCC(=O)O)C(F)(F)F